3-(4-methoxybenzyl)-6-((3-oxo-1,3-dihydro-2H-indazol-2-yl)methyl)benzo[d]oxazol-2(3H)-one COC1=CC=C(CN2C(OC3=C2C=CC(=C3)CN3NC2=CC=CC=C2C3=O)=O)C=C1